4-chloro-6-(2,4-dimethoxypyrimidin-5-yl)thieno[2,3-d]pyrimidine ClC=1C2=C(N=CN1)SC(=C2)C=2C(=NC(=NC2)OC)OC